C(N)(=O)[C@H](C[C@H]1C(NCC1)=O)NC(=O)[C@@H]1[C@H]2[C@H]3C(C[C@@H]([C@H]2CN1C(=O)OC(C)(C)C)C3)(F)F tert-butyl (1S,2R,3S,6R,7S)-3-{[(1S)-1-carbamoyl-2-[(3S)-2-oxopyrrolidin-3-yl] ethyl] carbamoyl}-9,9-difluoro-4-azatricyclo[5.2.1.0{2,6}]decane-4-carboxylate